1-(3-(6-(benzyloxy)-1,4-oxazepan-4-yl)-6-chloropyridine-2-yl)-N,N-dimethylmethanamine C(C1=CC=CC=C1)OC1CN(CCOC1)C=1C(=NC(=CC1)Cl)CN(C)C